C[C@@H]1OC2(CC1C2)C(=O)O (S)-3-methyl-2-oxabicyclo[2.1.1]hexane-1-carboxylic acid